N-(5-(3,5-difluorobenzyl)-1H-indazol-3-yl)-4-(4-((2-(2,6-dioxopiperidin-3-yl)-7-fluoro-1,3-dioxoisoindolin-5-yl)methyl)piperazin-1-yl)-2-((tetrahydro-2H-pyran-4-yl)amino)benzamide FC=1C=C(CC=2C=C3C(=NNC3=CC2)NC(C2=C(C=C(C=C2)N2CCN(CC2)CC=2C=C3C(N(C(C3=C(C2)F)=O)C2C(NC(CC2)=O)=O)=O)NC2CCOCC2)=O)C=C(C1)F